N-[2-[4-[5-(trifluoromethyl)-1,2,4-oxadiazol-3-yl]phenyl]ethyl]carbamic acid tert-butyl ester C(C)(C)(C)OC(NCCC1=CC=C(C=C1)C1=NOC(=N1)C(F)(F)F)=O